N-((1R,2R,4S)-7-cyano-7-azabicyclo[2.2.1]heptan-2-yl)-1-(4-cyano-6-methyl-2-pyrimidinyl)-2,3-dihydro-1H-indole-5-carboxamide C(#N)N1[C@H]2[C@@H](C[C@@H]1CC2)NC(=O)C=2C=C1CCN(C1=CC2)C2=NC(=CC(=N2)C#N)C